2-(3,4-difluorophenyl)-5-(4-(methylsulfanyl)phenyl)Oxazole-4-carboxylic acid ethyl ester C(C)OC(=O)C=1N=C(OC1C1=CC=C(C=C1)SC)C1=CC(=C(C=C1)F)F